N1=C(N=CC=C1)N1CCN(CC1)C(C(=O)O)C 2-(4-(pyrimidin-2-yl)piperazin-1-yl)propionic acid